Cl.FC=1C=C2C(=NN(C2=CC1N1CCNCC1)C)C1C(NC(CC1)=O)=O 3-(5-fluoro-1-methyl-6-(piperazin-1-yl)-1H-indazol-3-yl)piperidine-2,6-dione hydrochloride